C(CCC)N(C1=NC=C(C=N1)C1=C2C=C(C(=CC2=CC2=C1C(OC2)=O)OC)OC)CC 9-(2-(butyl(ethyl)amino)pyrimidin-5-yl)-6,7-dimethoxynaphtho[2,3-c]furan-1(3H)-one